3-[(1R,2R)-2-[6-(2,4-dioxo-1H-pyrimidin-5-yl)imidazo[1,2-b]pyridazin-8-yl]cyclopropyl]-5-fluoro-benzonitrile O=C1NC=C(C(N1)=O)C=1C=C(C=2N(N1)C=CN2)[C@H]2[C@@H](C2)C=2C=C(C#N)C=C(C2)F